1-methyl-3-(4-methylpent-3-enyl)cyclohex-3-ene-1-carbaldehyde CC1(CC(=CCC1)CCC=C(C)C)C=O